CN1C2=C(C=C(C1=O)C(=O)NC=1SC(=NN1)C(F)(F)F)[C@H](CC2)C (5S)-1,5-Dimethyl-2-oxo-N-[5-(trifluoromethyl)-1,3,4-thiadiazol-2-yl]-6,7-dihydro-5H-cyclopenta[b]pyridine-3-carboxamide